methyl 3-bromo-4-carbamimidoylbenzoate BrC=1C=C(C(=O)OC)C=CC1C(N)=N